NCC1=C(C(=C(C(=C1CC)CN)CC)CN)CC 1,3,5-tris(aminomethyl)-2,4,6-triethylbenzene